(1S-endo)-(+)-3-bromo-10-camphorsulfonate BrC1C([C@@]2(CCC1C2(C)C)CS(=O)(=O)[O-])=O